C(#N)C1=CC(=C(CN(C(=O)C2=CC3=NC(=C4C(=C3N2)COC4)NC(OC(C)(C)C)=O)CC4=C(C=CC=C4F)F)C(=C1)F)F tert-butyl (2-((4-cyano-2,6-difluorobenzyl)(2,6-difluorobenzyl)carbamoyl)-6,8-dihydro-1H-furo[3,4-d]pyrrolo[3,2-b]pyridin-5-yl)carbamate